C([C@H]([C@H]([C@@H]([C@H](C(C(=O)[O-])O)O)O)O)O)O.[Na+] D-glucoheptonic acid sodium salt